1-(3-chloro-2,6-diethyl-phenyl)-3-{2-methyl-1-[3-(pyridin-3-yl)-1,2,4-oxadiazol-5-yl]propyl}-urea ClC=1C(=C(C(=CC1)CC)NC(=O)NC(C(C)C)C1=NC(=NO1)C=1C=NC=CC1)CC